C(C#C)N[C@@]1(C[C@H](O)[C@@H](CO)O1)N1C(=O)NC(=O)C=C1 Propargylamino-2'-deoxyuridine